N-(4-(o-tolyloxy)phenyl)quinazolin-4-amine C1(=C(C=CC=C1)OC1=CC=C(C=C1)NC1=NC=NC2=CC=CC=C12)C